1-(4-(Chloromethyl)piperidin-1-yl)ethanone ClCC1CCN(CC1)C(C)=O